1-ethyl-2-(pent-4-en-1-yloxy)benzene C(C)C1=C(C=CC=C1)OCCCC=C